[Mg].[Zn].[Li] lithium zinc magnesium